(1s,4s)-4-(8-(4-chloro-2,6-difluorophenylamino)-2-(2,2-difluoro-3-hydroxypropylamino)-9H-purin-9-yl)cyclohexanecarboxamide ClC1=CC(=C(C(=C1)F)NC=1N(C2=NC(=NC=C2N1)NCC(CO)(F)F)C1CCC(CC1)C(=O)N)F